trans-β-styrenesulfonyl chloride C(=C\C1=CC=CC=C1)/S(=O)(=O)Cl